CC=1C=C(C=CC1B1OC(C(O1)(C)C)(C)C)N1CCN(CC1)C(=O)OC(C)(C)C tert-butyl 4-[3-methyl-4-(4,4,5,5-tetramethyl-1,3,2-dioxaborolan-2-yl)phenyl]piperazine-1-carboxylate